[Cl-].C(C)(C)C1=C(C(=CC=C1)C(C)C)[N+]1=CN2C(C=CC=C2C2=C(C=CC=C2C)C)=C1 2-(2,6-diisopropylphenyl)-5-(2,6-dimethylphenyl)imidazo[1,5-a]pyridin-2-ium chloride